3-Bromo-4-propoxybenzoic acid methyl ester COC(C1=CC(=C(C=C1)OCCC)Br)=O